tert-butyl (4'-(benzyloxy)-5-chloro-2'-(methylsulfonyl)-3,4,5',8'-tetrahydro-2H-spiro[naphthalene-1,7'-pyrano[4,3-d]pyrimidin]-7-yl)carbamate C(C1=CC=CC=C1)OC=1C2=C(N=C(N1)S(=O)(=O)C)CC1(OC2)CCCC2=C(C=C(C=C21)NC(OC(C)(C)C)=O)Cl